C1(CCCCC1)OC(CCC)C1(C(C=CC=C1)C=1N=NNC1)C 1-(1-cyclohexyloxybutyl)-tolyltriazole